COC1=CC=C(C=C1)C1=COC2=CC(=CC(=C2C1=O)CC(=O)[O-])CC(=O)[O-] 3-(4-methoxyphenyl)-4-oxo-4H-chromen-5,7-diyldiacetate